tert-butyl (3R,4R)-3-((5-chloropyrido[2,3-d]pyridazin-8-yl)amino)-4-fluoropyrrolidine-1-carboxylate ClC1=C2C(=C(N=N1)N[C@@H]1CN(C[C@H]1F)C(=O)OC(C)(C)C)N=CC=C2